Cl.N1=CC=C(C=C1)C=1C=CC=C(C(=O)N)C1 5-(pyridin-4-yl)benzamide hydrochloride